5-(((S)-1-(((R)-1-((3S,4R)-3-hydroxy-1-(5-(trifluoromethyl)pyrimidin-2-yl)piperidin-4-yl)-2-oxopyrrolidin-3-yl)oxy)propan-2-yl)amino)-4-(trifluoromethyl)pyridazin-3(2H)-one O[C@H]1CN(CC[C@H]1N1C([C@@H](CC1)OC[C@H](C)NC1=C(C(NN=C1)=O)C(F)(F)F)=O)C1=NC=C(C=N1)C(F)(F)F